1-(2-(2-methoxy-7-methylquinoxalin-5-yl)-7,8-dihydro-[1,4]dioxino[2',3':3,4]benzo[1,2-d]thiazol-4-yl)-2,2-dimethylpropan-1-ol COC1=NC2=CC(=CC(=C2N=C1)C=1SC2=C(N1)C(=CC1=C2OCCO1)C(C(C)(C)C)O)C